1,1,3,3,5,5-hexaallyl-1,3,5-trisilacyclohexane C(C=C)[Si]1(C[Si](C[Si](C1)(CC=C)CC=C)(CC=C)CC=C)CC=C